C(C)(CC)N(CC#N)CCC1=CNC2=CC=C(C=C12)F 2-(sec-butyl(2-(5-fluoro-1H-indol-3-yl)ethyl)amino)acetonitrile